Cl.ClC1=CC=C(C=C1)NC1=NC2=CC=C(C=C2C(=C1)N1CCC(CC1)NC(C)(C)C)OC 2-(4-chlorophenylamino)-4-(4-tert-butylaminopiperidin-1-yl)-6-methoxyquinoline Hydrochloride Salt